6-(4-methylpiperazin-1-yl)-N-(5-methyl-1H-pyrazol-3-yl)-2-[(E)-2-phenylethenyl]pyrimidin-4-amine CN1CCN(CC1)C1=CC(=NC(=N1)\C=C\C1=CC=CC=C1)NC1=NNC(=C1)C